(S)-1-((2S,4R,5R)-5-(2-Acetamido-8-oxo-7-(prop-2-yn-1-yl)-7,8-dihydro-9H-purin-9-yl)-4-acetoxytetrahydrofuran-2-yl)propyl acetate C(C)(=O)O[C@@H](CC)[C@H]1O[C@H]([C@@H](C1)OC(C)=O)N1C2=NC(=NC=C2N(C1=O)CC#C)NC(C)=O